(S)-N-(4-iodo-2,5-dimethylphenyl)-N-(2-(1-methoxypropan-2-yl)-2H-pyrazolo[4,3-b]pyridin-5-yl)but-2-ynamide IC1=CC(=C(C=C1C)N(C(C#CC)=O)C=1C=CC=2C(N1)=CN(N2)[C@H](COC)C)C